COC1=CC=C2N=C3CCCCC3=CC2=C1 7-methoxy(1,2,3,4-tetrahydroacridine)